(E,2S)-2-[(3R)-1-tert-Butoxycarbonylpyrrolidin-3-yl]-6-hydroxy-hex-4-enoic acid C(C)(C)(C)OC(=O)N1C[C@H](CC1)[C@@H](C(=O)O)C\C=C\CO